C[C@@H]1CN(CCC1)CC=1NC=2C(N(C=C(C2C1)C1CC1)C1=NC(=CC(=C1)C1=C(C=C(C=C1)F)C(=O)N1CC(C1)OC)C1CC1)=O 2-{[(s)-3-methyl-1-piperidyl]methyl}-4-cyclopropyl-6-(6-cyclopropyl-4-{4-fluoro-2-[(3-methoxy-1-azetidinyl)carbonyl]phenyl}-2-pyridyl)-1,6-dihydro-1,6-diaza-7-indenone